2-(6-amino-4-oxoquinazolin-3(4H)-yl)-N-(2-methoxyphenyl)acetamide NC=1C=C2C(N(C=NC2=CC1)CC(=O)NC1=C(C=CC=C1)OC)=O